CC1=CC(=NN1)C#CC1=NN=C(S1)N 5-((5-methyl-1H-pyrazol-3-yl)ethynyl)-1,3,4-thiadiazol-2-amine